(4-(3-cyano-6-(1-methyl-1H-pyrazol-4-yl)pyrazolo[1,5-a]pyridin-4-yl)-3,6-dihydro-2H-[1,3'-bipyridin]-6'-yl)acrylamide C(#N)C=1C=NN2C1C(=CC(=C2)C=2C=NN(C2)C)C=2CCN(CC2)C=2C=NC(=CC2)C(C(=O)N)=C